BrC=1C=C(C=CC1)[C@@H]1[C@@H](CCC1)N1C(C2=CC=CC=C2C1=O)=O 2-[cis-2-(3-bromophenyl)cyclopentyl]isoindoline-1,3-dione